Ethyl 2-[6-(difluoromethyl) pyridin-3-yl]-5-[({1-[2-fluoro-4-(trifluoromethyl) phenyl]cyclopropyl}carbonyl) amino]-3-methylbenzoate FC(C1=CC=C(C=N1)C1=C(C(=O)OCC)C=C(C=C1C)NC(=O)C1(CC1)C1=C(C=C(C=C1)C(F)(F)F)F)F